4-(1-((5-methoxy-7-methyl-1H-indol-4-yl)methyl)-4-(4-(methylsulfonyl)-1H-pyrazol-1-yl)piperidin-2-yl)benzoic acid COC=1C(=C2C=CNC2=C(C1)C)CN1C(CC(CC1)N1N=CC(=C1)S(=O)(=O)C)C1=CC=C(C(=O)O)C=C1